4-(5-amino-2-fluoro-4-((3S,5R)-3,4,5-trimethylPiperazin-1-yl)phenyl)-N-cyclohexyl-N-methylthiazole-2-carboxamide NC=1C(=CC(=C(C1)C=1N=C(SC1)C(=O)N(C)C1CCCCC1)F)N1C[C@@H](N([C@@H](C1)C)C)C